FC(C(CC1=NOC(=N1)C=1C=CC(=C(C1)C)NC(=O)C1=CN=C2C=C(C=CN12)OC)O)F N-(5-{3-[3,3-difluoro-2-hydroxypropyl]-1,2,4-oxadiazol-5-yl}-2-tolyl)-6-methoxy-1,3a-diaza-3-indenecarboxamide